C1(CCCCC1)(N)N (-)-cyclohexanediamine